Methyl (3S)-3-amino-3-(2-chloro-3-iodophenyl)butanoate hydrochloride Cl.N[C@](CC(=O)OC)(C)C1=C(C(=CC=C1)I)Cl